NC=1C=C(C=CC1[N+](=O)[O-])SC1=CC=C(C=C1)N(CCN(C)C)C N1-(4-((3-amino-4-nitrophenyl)thio)phenyl)-N1,N2,N2-trimethylethane-1,2-diamine